chloro-8-isopropyl-2-(((1s,4s)-4-((1-methyl-1H-pyrazol-4-yl)sulfonyl)cyclohexyl)amino)pyrido[2,3-d]pyrimidin-7(8H)-one ClC=1C2=C(N=C(N1)NC1CCC(CC1)S(=O)(=O)C=1C=NN(C1)C)N(C(C=C2)=O)C(C)C